4-[trans-2-(3-phenyl-1,2,4-oxadiazol-5-yl)spiro[2.4]hept-1-yl]benzenesulfonamide C1(=CC=CC=C1)C1=NOC(=N1)[C@H]1[C@@H](C12CCCC2)C2=CC=C(C=C2)S(=O)(=O)N